NC1C(CC(CC1C)CC1CC(C(C(C1)C)N)CC)CC Bis(4-amino-3-ethyl-5-methylcyclohexyl)-methan